4-methyl-6-(4-(((R)-3-(4-methyl-1-oxo-1,3-dihydroisobenzofuran-5-yl)piperazin-1-yl)methyl)-2-oxopyrrolidin-1-yl)nicotinonitrile CC1=CC(=NC=C1C#N)N1C(CC(C1)CN1C[C@H](NCC1)C=1C(=C2COC(C2=CC1)=O)C)=O